2-((7,8-dichloro-6-methyl-2-oxo-1,2,3,4,5,6-hexahydroazepino[4,5-b]indol-10-yl)oxy)acetonitrile ClC1=C(C=C(C=2C3=C(N(C12)C)CCNC(C3)=O)OCC#N)Cl